CC=1C=C(OC1)[C@H]1N(OCC1)C(=O)C1CCN(CC1)C1=CC(=NC=N1)C#N (S)-6-(4-(3-(4-methylfuran-2-yl)isoxazolidin-2-carbonyl)piperidin-1-yl)pyrimidine-4-carbonitrile